O=C1CC2(CC(C2)NC(OC(C)(C)C)=O)C1 tert-butyl N-[6-oxospiro[3.3]heptan-2-yl]carbamate